C(C)(C)(C)C1CCC(CC1)CC(=O)[O-] 4-tert.-Butylcyclohexylacetat